6-((1-(1-(tetrahydro-2H-pyran-4-yl)-1H-indazol-6-yl)methoxy)pyridin-2-yl)piperidine O1CCC(CC1)N1N=CC2=CC=C(C=C12)COC=1C(=NC=CC1)C1CCCCN1